2-amino-N,N-dimethylethyl-sulfonamide NCCS(=O)(=O)N(C)C